4,6-Difluoro-N-(2-((2S,3R)-2-methylpiperidin-3-yl)thieno[2,3-b]pyridin-4-yl)benzo[d]thiazol-5-amine FC1=C(C(=CC2=C1N=CS2)F)NC2=C1C(=NC=C2)SC(=C1)[C@H]1[C@@H](NCCC1)C